ClC1=CC(=C2C=NNC2=C1)C1(C[C@H]2C([C@H]2C1)NC(=O)NC)O 1-((1R,3r,5S,6r)-3-(6-chloro-1H-indazol-4-yl)-3-hydroxybicyclo[3.1.0]hexan-6-yl)-3-methylurea